C(C)(C)(C)[C@]12CNC[C@H]2[C@H]1C(=O)C=1SC=C(C1)C tert-butyl-(1R,5S,6r)-3-azabicyclo[3.1.0]Hexane-6-yl-(4-methyl-2-thienyl)Methanone